N-acetyl-muramyl-L-alanyl-D-isoglutamyl-L-alanine C(C)(=O)N([C@@H](C)C(=O)N[C@H](CCC(=O)N[C@@H](C)C(=O)O)C(N)=O)C1[C@H](N)[C@@H](O[C@@H](C(=O)O)C)[C@H](O)[C@H](O1)CO